ClC=1C=C(C(=O)NC=2C=C3CC[C@H](OC3=CC2)C(=O)NO)C=C(C1)Cl (S)-6-(3,5-dichlorobenzamido)-N-hydroxychromane-2-carboxamide